FC(S(=O)(=O)N)F difluoromethanesulfonamide